O=C1NC(CCC1N1C(C2=CC=CC(=C2C1)NC(CI)=O)=O)=O N-(2-(2,6-dioxopiperidin-3-yl)-1-oxoisoindolin-4-yl)-2-iodoacetamide